1-methyl-N-[2-methyl-5-(5-methylfuran-2-yl)-[1,2,4]triazolo[1,5-c]pyrimidin-7-yl]azetidine-3-carboxamide CN1CC(C1)C(=O)NC1=CC=2N(C(=N1)C=1OC(=CC1)C)N=C(N2)C